C(C)(C)(C)OC(=O)N1C[C@@H](CCC1)N1N=C(C=C(C1=O)C)C.C(#N)C1=CC=C(S1)C1=NNC(=C1)NC1=CC=C(C(=O)NCCCN2CCOCC2)C=C1 4-((3-(5-Cyanothiophen-2-yl)-1H-pyrazol-5-yl)amino)-N-(3-morpholinopropyl)benzamide tert-butyl-(R)-3-(3,5-dimethyl-6-oxopyridazin-1(6H)-yl)piperidine-1-carboxylate